C[C@]1(OC[C@@H](C1)NC(=O)[C@]1(CC(=NO1)C1=CC(=CC(=C1)F)F)C=C)C(=O)O.CN1C=CC2=CC(=CC=C12)CC1=CC=C(C=C1)NCC(=O)O (4-((1-methyl-1H-indol-5-yl)methyl)phenyl)glycine methyl-(2R,4R)-4-({[(5S)-3-(3,5-difluorophenyl)-5-vinyl-4,5-dihydroisoxazol-5-yl]carbonyl}amino)tetrahydrofurane-2-carboxylate